FC(N1N=CC(=C1)N1N=C(C=C(C1=O)C(=O)N[C@@H](C)C(C)(C)O)C1=CC=C(C=C1)C(F)(F)F)F 2-[1-(Difluoromethyl)-1H-pyrazol-4-yl]-N-[(2S)-3-hydroxy-3-methylbutan-2-yl]-3-oxo-6-[4-(trifluoromethyl)phenyl]-2,3-dihydropyridazine-4-carboxamide